((1R)-1-(3-((2,5-dichlorobenzamido)methyl)-5-propyl-4,5-dihydroisoxazole-5-carboxamido)-3-Methylbutyl)boronic acid ClC1=C(C(=O)NCC2=NOC(C2)(C(=O)N[C@@H](CC(C)C)B(O)O)CCC)C=C(C=C1)Cl